C(C1=CC=CC=C1)N1N=CC(=C1)C=1C(=CC(N(C1)C)=O)C1=CC=C(C#N)C=C1 4-(5-(1-benzyl-1H-pyrazol-4-yl)-1-methyl-2-oxo-1,2-dihydropyridin-4-yl)benzonitrile